5-({4-hydroxy-1-[3-(hydroxymethyl)benzoyl]piperidin-4-yl}methyl)-1-phenyl-1H,4H,5H-pyrazolo[3,4-d]pyrimidin-4-one OC1(CCN(CC1)C(C1=CC(=CC=C1)CO)=O)CN1C=NC2=C(C1=O)C=NN2C2=CC=CC=C2